3-bromo-5-(1,5-dimethyl-1H-pyrazol-4-yl)pyridine BrC=1C=NC=C(C1)C=1C=NN(C1C)C